(5S,7R)-2-((S)-1-(4-fluorophenyl)-3,4-dihydroisoquinolin-2(1H)-yl)-1-oxa-3-azaspiro[4.4]non-2-en-7-amine FC1=CC=C(C=C1)[C@@H]1N(CCC2=CC=CC=C12)C=1O[C@]2(CN1)C[C@@H](CC2)N